C12CN(CC(CC1)N2)C2=NC(=NC1=C(C(=C(C=C21)C(F)(F)F)C2=CC=C(C1=C2N=C(S1)N)F)F)OC[C@@]1(N(C[C@@H](C1)F)C)C 4-(4-(3,8-diazabicyclo[3.2.1]octan-3-yl)-8-fluoro-2-(((2R,4R)-4-fluoro-1,2-dimethylpyrrolidin-2-yl)methoxy)-6-(trifluoromethyl)quinazolin-7-yl)-7-fluorobenzo[d]thiazol-2-amine